3,7-dibenzothiophenedicarboxylic acid C1=CC2=C(C=C1C(=O)O)SC3=C2C=CC(=C3)C(=O)O